3-(4-bromobenzyl)-1-methyl-1H-pyrazole BrC1=CC=C(CC2=NN(C=C2)C)C=C1